dihydroxy-4-methoxybenzophenone OC=1C(=C(C(=O)C2=CC=CC=C2)C=CC1OC)O